O=C[C@@H](O)[C@@H](O)[C@H](O)[C@H](O)CO |r| D,L-mannose